4,5,6,7-tetrahydrobenzo[b]thiophene-4-carbonitrile S1C2=C(C=C1)C(CCC2)C#N